N-(cyclopropylmethyl)-2-fluoro-4-(4,4,5,5-tetramethyl-1,3,2-dioxaborolan-2-yl)benzamide C1(CC1)CNC(C1=C(C=C(C=C1)B1OC(C(O1)(C)C)(C)C)F)=O